(2-cyanophenoxy)-2,2-difluoroacetic acid ethyl ester C(C)OC(C(F)(F)OC1=C(C=CC=C1)C#N)=O